[Ca].[Si] silicon calcium salt